COCOC1=C(C=CC(=C1)OCOC)C(C)=O 1-(2,4-bis(methoxymethoxy)phenyl)ethan-1-one